8-Methyl-2-[(1,3-oxazol-2-yl)methyl]-4,5-dihydro-2H-furo[2,3-g]indazole-7-carboxylic acid CC1=C(OC=2CCC3=CN(N=C3C21)CC=2OC=CN2)C(=O)O